1,3-dichloroperfluoropropane ClC(C(C(Cl)(F)F)(F)F)(F)F